12Z-octadecatrienoic acid C(C=CC=CC=CCCCCCCCCCCC)(=O)O